N-(3,4-dichloro-2-fluorophenyl)-6-iodoquinazolin-4-amine ClC=1C(=C(C=CC1Cl)NC1=NC=NC2=CC=C(C=C12)I)F